2-[3-(5-{[(5-chlorothiophen-2-yl)methyl]amino}-1-(2,2-dimethylpropanoyl)-1H-pyrazol-3-yl)piperazin-1-yl]acetic acid ClC1=CC=C(S1)CNC1=CC(=NN1C(C(C)(C)C)=O)C1CN(CCN1)CC(=O)O